Cl.C(C)(C)NC=1N(C(C2=C(N1)CN[C@@H](C2)C)=O)C2=CC=C(C(=O)NC)C=C2 (R)-4-(2-(Isopropylamino)-6-methyl-4-oxo-5,6,7,8-tetrahydropyrido[3,4-d]-pyrimidin-3(4H)-yl)-N-methylbenzamide hydrochloride